(1S)-1-cyclopropylethylamine hydrochloride Cl.C1(CC1)[C@H](C)N